inden-3(1H)-one C1CC(C2=CC=CC=C12)=O